ClC1=C(C=C(C=C1)CNC(=O)C1C2OC3=C(C21)C=C(C=C3)F)F exo-N-[(4-chloro-3-fluorophenyl)methyl]-5-fluoro-1a,6b-dihydro-1H-cyclopropa[b][1]benzofuran-1-carboxamide